(2-(2H-1,2,3-triazol-2-yl)phenyl)((1S,4R,6R)-6-((5-ethylpyrimidin-2-yl)oxy)-2-azabicyclo[2.2.1]Hept-2-yl)methanone N=1N(N=CC1)C1=C(C=CC=C1)C(=O)N1[C@@H]2[C@@H](C[C@H](C1)C2)OC2=NC=C(C=N2)CC